N-(4-fluoro-3-methoxy-phenyl)-3-iodo-8-(methoxymethyl)-N-methyl-imidazo[1,2-a]pyridine-6-carboxamide FC1=C(C=C(C=C1)N(C(=O)C=1C=C(C=2N(C1)C(=CN2)I)COC)C)OC